2-((2-chloro-5-cyano-3-((3R,5S)-3,5-dimethylpiperazin-1-yl)phenyl)amino)-4-(cyclopropylamino)pyrazolo[1,5-a][1,3,5]triazine-8-carbonitrile ClC1=C(C=C(C=C1N1C[C@H](N[C@H](C1)C)C)C#N)NC1=NC=2N(C(=N1)NC1CC1)N=CC2C#N